(tert-butyldimethylsilyloxy) propanoate C(CC)(=O)OO[Si](C)(C)C(C)(C)C